C(C1=CC=CC=C1)N1C(O\C(\C1=O)=C(\C1=CC=C(C#N)C=C1)/C1=CC=CC=C1)=O (E)-4-((3-benzyl-2,4-dioxooxazolidine-5-ylidene)(phenyl)methyl)benzonitrile